COC=1N=CC(=NC1)C=O (5-methoxypyrazin-2-yl)methanone